OC(C)(C)C1=CC(=NC(=C1)N1C=NC=C1)C(=O)NC1CCC(CC1)OCCOC 4-(2-hydroxy-propan-2-yl)-6-(1H-imidazol-1-yl)-N-((1r,4r)-4-(2-methoxyethoxy)cyclohexyl)pyridinecarboxamide